6-[rac-(5S)-5-Methyl-2-piperidyl]-1-(2-trimethylsilylethoxymethyl)-3,4-dihydroquinolin-2-one Sodium Borohydride [BH4-].[Na+].C[C@H]1CCC(NC1)C=1C=C2CCC(N(C2=CC1)COCC[Si](C)(C)C)=O |r|